N-ethyl-N,3-dimethylpyrrolidin-3-amine acetate C(C)(=O)O.C(C)N(C1(CNCC1)C)C